ClC=1C=C(C=CC1)[C@@H]1[C@H](C1)C(=O)NC1=NC=CC(=C1)NCC1=NN2C(N=CC(=C2)C2CC2)=N1 (1S,2S)-2-(3-chlorophenyl)-N-(4-(((6-cyclopropyl-[1,2,4]triazolo[1,5-a]pyrimidin-2-yl)methyl)amino)pyridin-2-yl)cyclopropane-1-carboxamide